5-fluoro-1-(pentafluorophenyl)-3-methoxy-4-trifluoromethylpyrazole FC1=C(C(=NN1C1=C(C(=C(C(=C1F)F)F)F)F)OC)C(F)(F)F